(4-(3-Methoxyphenyl)-6-(1,3,4,5-tetrahydro-2H-benzo[c]azepin-2-yl)pyrimidin-2-yl)methyl mercaptan COC=1C=C(C=CC1)C1=NC(=NC(=C1)N1CC2=C(CCC1)C=CC=C2)CS